C(C)OC(C#N)OCC 2,2-diethoxyacetonitrile